(3R)-3-[4-[1-[8-[4-[6-[3-(4-amino-1-isopropyl-pyrazolo[3,4-d]pyrimidin-3-yl)-5-cyclopropyl-isoxazol-4-yl]-3-pyridyl]-1-piperidyl]-8-oxo-octyl]-4-piperidyl]anilino]piperidine-2,6-dione NC1=C2C(=NC=N1)N(N=C2C2=NOC(=C2C2=CC=C(C=N2)C2CCN(CC2)C(CCCCCCCN2CCC(CC2)C2=CC=C(N[C@H]1C(NC(CC1)=O)=O)C=C2)=O)C2CC2)C(C)C